3-(5,6-dihydroimidazo[1,2-a]pyrazin-7(8H)-yl)-3-(4-hydroxyphenyl)-7-(trifluoromethyl)indol-2-one N=1C=CN2C1CN(CC2)C2(C(NC1=C(C=CC=C21)C(F)(F)F)=O)C2=CC=C(C=C2)O